(1R,4R,4aS,7R,7aR,12bR)-3-(cyclopropylmethyl)-1-fluoro-7-(methylamino)-1,2,3,4,5,6,7,7a-octahydro-4aH-4,12-methanobenzofuro[3,2-e]isoquinoline-4a,9-diol dihydrochloride Cl.Cl.C1(CC1)CN1[C@H]2[C@@]3(CC[C@H]([C@H]4[C@]3([C@H](C1)F)C1=C(O4)C(=CC=C1C2)O)NC)O